C(C)(=O)OC1C23C(NC1=O)OC(C21C(C(C3(O)C(C)(C)C)O)OC(C1)=O)=O 9-(tert-butyl)-9,10-dihydroxy-2,4,7-trioxooctahydro-4H,9H-furo[3'',2'':2',3']cyclopenta[1',2':3,4]furo[2,3-b]pyrrol-8-yl acetate